(E)-5,5-dimethyl-2-[1-methyl-3-(3-pyridyl)-5-pyrazolylcarbonylamino]-3-hexenoic acid CC(/C=C/C(C(=O)O)NC(=O)C1=CC(=NN1C)C=1C=NC=CC1)(C)C